1-(4-(2-(5-fluoro-2-methylpyridin-4-yl)-3-isopropyl-1H-indol-5-yl)piperidin-1-yl)-2-(methylamino)ethan-1-one FC=1C(=CC(=NC1)C)C=1NC2=CC=C(C=C2C1C(C)C)C1CCN(CC1)C(CNC)=O